[Mg].C1(=CC=CC=C1)S(=O)(=O)OCCCCCCCC(C)C isodecyl phenyl-sulfonate magnesium